2-(4-(6'-chlorospiro[cyclopropane-1,3'-pyrrolo[3,2-c]pyridin]-1'(2'h)-yl)-6-methylpyridin-2-yl)-2,2-difluoroethan-1-ol ClC1=CC2=C(C=N1)C1(CN2C2=CC(=NC(=C2)C)C(CO)(F)F)CC1